N-(5-chloropyridin-2-yl)-1,1,1-trifluoro-N-(trifluoromethylsulfonyl)methanesulfonamide ClC=1C=CC(=NC1)N(S(=O)(=O)C(F)(F)F)S(=O)(=O)C(F)(F)F